2-[(2s)-2-aminopropyl]-7-{[(thiophen-2-yl)methyl]amino}thieno[3,2-b]pyridine-3,5-dicarbonitrile formate C(=O)O.N[C@H](CC1=C(C2=NC(=CC(=C2S1)NCC=1SC=CC1)C#N)C#N)C